C1=NC=CC2=CC(=CC=C12)C1=CN=C(S1)C1N(CC1C(=O)N)C (5-(isoquinolin-6-yl)thiazol-2-yl)-1-methylazetidine-3-carboxamide